C(C=C)ON([C@@H]1C=C([C@H](N(C1)C(=O)OC(C)(C)C)C(N)=O)C)S(=O)(=O)C1=C(C=CC=C1)[N+](=O)[O-] tert-butyl (2S,5R)-5-(N-(allyloxy)-2-nitrophenylsulfonylamino)-2-carbamoyl-3-methyl-5,6-dihydropyridine-1(2H)-carboxylate